NCCN1N=CC(=C1)S(=O)(=O)NC=1C=CC=C2C(=CNC12)Cl 1-(2-aminoethyl)-N-(3-chloro-1H-indol-7-yl)pyrazole-4-sulfonamide